CC1C(C(CCC1)=O)C(=O)OC methyl 2-methyl-6-oxocyclohexane-1-carboxylate